3-bromo-5H-pyrrolo[2,3-b]pyrazine BrC1=CN=C2C(=N1)NC=C2